C1(=CC=CC=C1)C=1C=CC=2N(C3=CC=C(C=C3C2C1)C1=CC=CC=C1)C1=C(C#N)C=CC(=C1)C=1C=NC=CC1 2-(3,6-diphenyl-9H-carbazol-9-yl)4-(pyridin-3-yl)benzonitrile